CN1C[C@H](CC1)NC(=O)C1=CC2=C(N(C(=N2)NC=2SC3=C(N2)C=CC(=C3)Cl)C)C=C1 2-(6-Chloro-benzothiazol-2-ylamino)-1-methyl-1H-benzoimidazole-5-carboxylic acid ((S)-1-methyl-pyrrolidin-3-yl)-amide